C(C1=CC=CC=C1)O[C@@H]1[C@H]([C@H](C#C[C@@H]2N(C(OC2)(C)C)C(=O)OC(C)(C)C)O[C@@H]([C@H]1OCC1=CC=CC=C1)COCC1=CC=CC=C1)[N+](=O)[O-] 3,7-Anhydro-5,6,8-tri-O-benzyl-1-[(4S)-3-(tert-butoxycarbonyl)-2,2-dimethyl-1,3-oxazolidin-4-yl]-1,2,4-trideoxy-4-nitro-D-glycero-D-gulo-oct-1-ynitol